2-Acetyl-3-chloro-5-methylisonicotinic acid methyl ester COC(C1=C(C(=NC=C1C)C(C)=O)Cl)=O